COC1=CC=C(CN(C2=CC(=C(C(=N2)C2=C(C(=C3C(NC(NC3=C2F)=O)=O)F)CCNC(OC(C)(C)C)=O)C(F)(F)F)C)CC2=CC=C(C=C2)OC)C=C1 tert-Butyl (2-(7-(6-(bis(4-methoxybenzyl)amino)-4-methyl-3-(trifluoromethyl)pyridin-2-yl)-5,8-difluoro-2,4-dioxo-1,2,3,4-tetrahydroquinazolin-6-yl)ethyl)carbamate